C1=C(C=CC=CC=CC=CC=CC=CC=CC=CC=CC=CC=C)CC=CC=CC=CC=CC=C1 undecano-tetracosaheptadecen